C(C)SC=1COC=C(C1)C(C)O 3-(ethylsulfanyl)-5-(1-hydroxyethyl)-1H-pyran